COC(=O)C1=C(C=NC=C1)NC[C@@H]1CCOC2=C1C=CC(=C2)N(C)C2=CC=C(C=C2)C(=O)C2CC2 3-({[(4R)-7-[(4-cyclopropanecarbonylphenyl)(methyl)amino]-3,4-dihydro-2H-1-benzopyran-4-yl]methyl}amino)pyridine-4-carboxylic acid methyl ester